3-pyrrolidin-1-yl-pyridine-2-carbonitrile N1(CCCC1)C=1C(=NC=CC1)C#N